C(CCCCCCCCCCCCCCCCC)C(C(=O)O)=C.C(CCCCCCCCCCCCCCCCC)(=O)O stearate (stearyl acrylate)